N-((6-amino-2-methylpyridin-3-yl)methyl)-2-(3-methyl-2,6-dioxo-5-((phenylmethyl)sulfonamido)-3,6-dihydropyrimidin-1(2H)-yl)acetamide NC1=CC=C(C(=N1)C)CNC(CN1C(N(C=C(C1=O)NS(=O)(=O)CC1=CC=CC=C1)C)=O)=O